[2-(methacryloyloxy)ethyl]dimethylammonium 3-indoleacetate salt N1C=C(C2=CC=CC=C12)CC(=O)[O-].C(C(=C)C)(=O)OCC[NH+](C)C